COC1=C(C=C(C(=N1)C=1CCN(CC1)C(=O)OC(C)(C)C)C=C)[N+](=O)[O-] tert-butyl 6-methoxy-5-nitro-3-vinyl-3',6'-dihydro-[2,4'-bipyridine]-1'(2'h)-carboxylate